1,2-dihydrobenzene-3,5-disulphonic acid sodium salt [Na+].C1CC(=CC(=C1)S(=O)(=O)[O-])S(=O)(=O)[O-].[Na+]